(R)-4-(3-(5-(trifluoromethyl)pyridin-2-yloxy)pyrrolidin-1-yl)biphenyl-3-carbaldehyde FC(C=1C=CC(=NC1)O[C@H]1CN(CC1)C1=C(C=C(C=C1)C1=CC=CC=C1)C=O)(F)F